ClC=1C=C(C(=NC1)C1=NC2=C(C=NC(=C2)C(F)(F)F)N1C)SCC 2-[5-chloro-3-(ethylsulfanyl)-2-pyridyl]-3-methyl-6-(trifluoromethyl)imidazo[4,5-c]pyridine